N-((3S,4S)-3-((6-(2,6-difluoro-3,5-dimethoxyphenyl)-8-(1-(2-methoxy-ethyl)-1H-pyrazol-4-yl)pyrido[3,4-d]pyrimidin-2-yl)amino)tetrahydro-2H-pyran-4-yl)acrylamide FC1=C(C(=C(C=C1OC)OC)F)C1=CC2=C(N=C(N=C2)N[C@@H]2COCC[C@@H]2NC(C=C)=O)C(=N1)C=1C=NN(C1)CCOC